BrC1=CC=C(C2=C1OC=1C2=NC=CC1)OC 6-Bromo-9-methoxybenzofuro[3,2-b]pyridine